[18F]CC(=O)[O-].[Na+] sodium [18F]fluoroacetate